2,6-di(chloromethyl)aniline ClCC1=C(N)C(=CC=C1)CCl